2-bromo-4-((1-(hydroxymethyl)cyclopropyl)methoxy)-6-iodopyridin-3-ol BrC1=NC(=CC(=C1O)OCC1(CC1)CO)I